6-methoxy-1,3,4,9-tetrahydropyrido[3,4-b]Indole-2-carboxylic acid tert-butyl ester C(C)(C)(C)OC(=O)N1CC=2NC3=CC=C(C=C3C2CC1)OC